ClC=1C(=C(C=CC1F)N(C(=O)[C@H]1N(C(N(C1)CCCNC(OC(C)(C)C)=O)=O)C1=NC(=CC(=C1)C(F)(F)F)C)C)F Tert-butyl (S)-(3-(4-((3-chloro-2,4-difluorophenyl)(methyl)carbamoyl)-3-(6-methyl-4-(trifluoromethyl)pyridin-2-yl)-2-oxoimidazolidin-1-yl)propyl)carbamate